C1=C(O1)C=CC=CCCCCCCCCCCCCCC(=O)O epoxyeicosatrienoic acid